10-{4-[6-amino-8-oxo-7-(4-phenoxyphenyl)purin-9-yl]piperidin-1-yl}decanoic acid NC1=C2N(C(N(C2=NC=N1)C1CCN(CC1)CCCCCCCCCC(=O)O)=O)C1=CC=C(C=C1)OC1=CC=CC=C1